ClC=1C=C2C=C(NC2=CC1C1=CC2=C(OC(O2)(F)F)C=C1)CNC(C)=O N-((5-chloro-6-(2,2-difluorobenzo[d][1,3]dioxol-5-yl)-1H-indol-2-yl)methyl)acetamide